FC1=CC(=CC2=C1OC(CO2)C=2C=NC(=CC2)OC)CC=2C=NN1C2N=CC=C1 3-((8-fluoro-2-(6-methoxypyridin-3-yl)-2,3-dihydrobenzo[b][1,4]dioxin-6-yl)methyl)pyrazolo[1,5-a]pyrimidine